thiotaluronic acid O=C[C@@H](O)[C@@H](O)[C@@H](O)[C@H](O)C(=S)O